NC=1C2=C(N=CN1)N(C(=C2C2=CC(=C(C=C2)OC)OC)C#CC2CN(C2)C2CCN(CC2)C(C=C)=O)C 1-(4-(3-((4-amino-5-(3,4-dimethoxyphenyl)-7-methyl-7H-pyrrolo[2,3-d]pyrimidin-6-yl)ethynyl)azetidin-1-yl)piperidin-1-yl)prop-2-en-1-one